[N+](=O)([O-])[13C]1=[13CH][13CH]=[13C]([13CH]=[13CH]1)O 4-nitrophenol-13C6